N1=CC(=CC=C1)CC#N 2-(pyridin-3-yl)acetonitrile